(4-(methoxycarbonyl)-3-methylphenyl)piperazine-1-carboxylic acid tert-butyl ester C(C)(C)(C)OC(=O)N1C(CNCC1)C1=CC(=C(C=C1)C(=O)OC)C